(1S,4S)-3-oxo-2-oxa-5-azabicyclo[2.2.1]heptane O=C1O[C@@H]2CN[C@H]1C2